methyl-(3-sulfopropyl)azanium C[NH2+]CCCS(=O)(=O)O